(4-(Oxazol-5-yl)phenyl)methylamine O1C=NC=C1C1=CC=C(C=C1)CN